N-(4,5-dimethylthiazol-2(3H)-yliden)-2,2,3,3-tetramethylcyclopropan-1-carboxamid CC=1NC(SC1C)=NC(=O)C1C(C1(C)C)(C)C